3-[4-(5-chloro-2-pyridyl)-2,6-dimethyl-phenyl]-2,4-dioxo-spiro[5.5]Undecane ClC=1C=CC(=NC1)C1=CC(=C(C(=C1)C)C1C(CC2(CC1=O)CCCCC2)=O)C